aminopyrido[4,3-d]pyrimidin-5(6H)-one NC=1N=CC2=C(N1)C=CNC2=O